N-[(S)-1-(3,4-dimethoxyphenyl)ethyl]-4-(4,7-diaza-7-spiro[2.6]nonyl)-8-methoxy-6-methyl-1,7-diaza-3-naphthamide COC=1C=C(C=CC1OC)[C@H](C)NC(=O)C=1C=NC2=C(N=C(C=C2C1N1CCNC2(CC2)CC1)C)OC